C(C)(=O)NC=1SCC(C1C(=O)OC)=O methyl 2-acetamido-4-oxo-4,5-dihydrothiophene-3-carboxylate